6,6-difluorobicyclo[3.1.0]hexane-3-carboxylic acid FC1(C2CC(CC12)C(=O)O)F